6-chloro-8-methoxy-3-thiomorpholinosulfonyl-quinolin-4-ol ClC=1C=C2C(=C(C=NC2=C(C1)OC)S(=O)(=O)N1CCSCC1)O